tert-amylperoxy(ethylhexanoate) C(C)(C)(CC)OOC(C(=O)[O-])(CCCC)CC